NCCOCCOCCOCCOCCCC(=O)OC(C)(C)C t-butyl 1-amino-3,6,9,12-tetraoxapentadecane-15-carboxylate